OC=1C=C2C(=C(N(C2=CC1)CC1=CC=C(OCCCCN2CCN(CC2)C(COC=2C=C(C=CC2)N2C(NC(CC2)=O)=O)=O)C=C1)C1=CC=C(C=C1)O)C 1-(3-(2-(4-(4-(4-((5-hydroxy-2-(4-hydroxyphenyl)-3-methyl-1H-indol-1-yl)-methyl)phenoxy)butyl)piperazin-1-yl)-2-oxoethoxy)phenyl)dihydropyrimidine-2,4(1H,3H)-dione